3-(2-(methylsulfonyl)phenyl)-5-methyl-pyrazol-4-ol CS(=O)(=O)C1=C(C=CC=C1)C1=NNC(=C1O)C